2-[(m-fluorophenyl)methyl]-4,4,5,5-tetramethyl-1,3,2-dioxaborolane FC=1C=C(C=CC1)CB1OC(C(O1)(C)C)(C)C